IC=1C=C(C(=O)OC)C=C(C1[N+](=O)[O-])NCCOC methyl 3-iodo-5-(2-methoxyethylamino)-4-nitro-benzoate